N-(2-((2-(2,6-difluoro-3,5-dimethoxybenzoyl)furo[2,3-c]pyridin-5-yl)amino)-5-(4-ethylpiperazin-1-yl)phenyl)acrylamide Sodium N-(1,3,4-thiadiazol-2-yl)sulfamate S1C(=NN=C1)NS([O-])(=O)=O.[Na+].FC1=C(C(=O)C2=CC=3C(=CN=C(C3)NC3=C(C=C(C=C3)N3CCN(CC3)CC)NC(C=C)=O)O2)C(=C(C=C1OC)OC)F